4-(1-(1-amino-5-(methoxycarbonyl)-4-(4-phenoxyphenyl)-1H-imidazol-2-yl)-3-((methylsulfonyl)oxy)propyl)piperidine-1-carboxylic acid tert-butyl ester C(C)(C)(C)OC(=O)N1CCC(CC1)C(CCOS(=O)(=O)C)C=1N(C(=C(N1)C1=CC=C(C=C1)OC1=CC=CC=C1)C(=O)OC)N